C(=C)C1=[N+](C=CC=C1)CCCS(=O)(=O)O 2-vinyl(3-sulfopropyl)pyridinium